neopentanamide C(C(C)(C)C)(=O)N